2-hydroxy-methyl-4-nitropyridine OC1=NC=CC(=C1C)[N+](=O)[O-]